C(C)(=O)O[C@H]([C@@H](CN=[N+]=[N-])OC(C)=O)[C@@H]1O[C@](C[C@@H]([C@H]1NC(COC(C)=O)=O)OC(C)=O)(C(=O)OC)OCC1=CC=C(C=C1)OCCC#C (1R,2R)-1-((2R,3R,4S,6R)-4-acetoxy-3-(2-acetoxyacetamido)-6-((4-(but-3-yn-1-yloxy)benzyl)oxy)-6-(methoxycarbonyl)tetrahydro-2H-pyran-2-yl)-3-azidopropane-1,2-diyl diacetate